Tert-butyl (((2S)-4-(3-(1-(2,6-dioxopiperidin-3-yl)-3-methyl-2-oxo-2,3-dihydro-1H-benzo[d]imidazol-5-yl)prop-2-yn-1-yl)morpholin-2-yl)methyl)(methyl)carbamate O=C1NC(CCC1N1C(N(C2=C1C=CC(=C2)C#CCN2C[C@H](OCC2)CN(C(OC(C)(C)C)=O)C)C)=O)=O